ClC1=CN=C(S1)C=1C=CC(=C(C1)O)C1=CN=C(N=N1)N1C[C@@H](NCC1)C(C)C 5-(5-chloro-1,3-thiazol-2-yl)-2-{3-[(3S)-3-(propan-2-yl)piperazin-1-yl]-1,2,4-triazin-6-yl}phenol